Thioerythritol C([C@H](S)[C@H](O)CO)O